BrC=1C=C(C=CC1)NC1=NC(=NC2(N1)CCCCC2)N N4-(3-bromophenyl)-1,3,5-triazaspiro[5.5]undec-1,3-diene-2,4-diamine